Ethyl 7-chloro-4-bromo-1H-indole-2-carboxylate ClC=1C=CC(=C2C=C(NC12)C(=O)OCC)Br